ClC=1C(N(C(=CC1OCC1=CC(=CC=C1)OC)C)C1=CC(=NC=C1C)C1=NC(=NC=C1)C(C)(C)O)=O 3-chloro-2'-(2-(2-hydroxypropan-2-yl)pyrimidin-4-yl)-4-((3-methoxyphenyl)methoxy)-5',6-dimethyl-2H-[1,4'-bipyridin]-2-one